cyclohexanediAt C1(CCCCC1)(C(=O)[O-])C(=O)[O-]